OCCN1N=CC(=C1)C=1C=C2N(N=CC3=C2N(N=C3NC=3C(=NC=C(C(=O)NCCN2[C@H](CCC2)C)C3)C)C)C1 (S)-5-((8-(1-(2-hydroxyethyl)-1H-pyrazol-4-yl)-1-methyl-1H-pyrazolo[3,4-d]pyrrolo[1,2-b]pyridazin-3-yl)amino)-6-methyl-N-(2-(2-methylpyrrolidin-1-yl)ethyl)nicotinamide